5-formamido-N-(4-(piperidin-1-ylsulfonyl)benzyl)-1H-indole-1-carboxamide C(=O)NC=1C=C2C=CN(C2=CC1)C(=O)NCC1=CC=C(C=C1)S(=O)(=O)N1CCCCC1